1-oxo-1-(undecane-5-yloxy)nonadecan-10-yl-1-methylpiperidine-4-carboxylate O=C(CCCCCCCCC(CCCCCCCCC)OC(=O)C1CCN(CC1)C)OC(CCCC)CCCCCC